COC1=CC=C(C=C1)C(OC[C@H]1N(C[C@@H](C1)O)C(CCCCCNC(CCCCCCCCCCCON1C(C2C=CC=CC2C1=O)=O)=O)=O)(C1=CC=CC=C1)C1=CC=C(C=C1)OC N-[6-[(2S,4R)-2-[[bis(4-methoxyphenyl)-phenyl-methoxy]methyl]-4-hydroxyl-pyrrolidin-1-yl]-6-oxo-hexyl]-12-[(1,3-dioxo-3a,7a-dihydroisoindol-2-yl)oxy]dodecanamide